CC1=C(C(=O)N[C@H](C)C=2C=NC=C(C2)C2=CC=CC=C2)C=C(C=C1)N1CCN(CC1)C 2-Methyl-5-(4-methylpiperazin-1-yl)-N-[(1R)-1-(5-phenyl-3-pyridyl)ethyl]benzamide